1-{[(1R,3S)-3-(5-amino-2H-pyrazol-3-yl)cyclopentyl]oxy}-N',N'-diethyl-N-methylformohydrazide NC=1C=C(NN1)[C@@H]1C[C@@H](CC1)OC(=O)N(N(CC)CC)C